ClC1=CC2=C(CCO2)C=C1NC1=NC=C2N(C(N(C2=N1)C1CCN(CC1)C)=O)C 2-((6-chloro-2,3-dihydrobenzofuran-5-yl)amino)-7-methyl-9-(1-methylpiperidin-4-yl)-7,9-dihydro-8H-purin-8-one